N-(2-bromobenzyl)-2-oxopropanamide BrC1=C(CNC(C(C)=O)=O)C=CC=C1